2-(3-(1-(2-chlorobenzyl)piperidin-4-yl)-1H-pyrrolo[2,3-c]pyridin-1-yl)-5-fluoro-N-isopropyl-N-methylbenzamide ClC1=C(CN2CCC(CC2)C2=CN(C3=CN=CC=C32)C3=C(C(=O)N(C)C(C)C)C=C(C=C3)F)C=CC=C1